4-amino-N-(2,3-dihydro-1H-indenyl)-N-{[5-(3-methoxyprop-1-ynyl)pyridin-2-yl]methyl}-1,3-dihydrofuro[4,3-c]quinoline-8-carboxamide NC1=NC=2C=CC(=CC2C2=C1COC2)C(=O)N(CC2=NC=C(C=C2)C#CCOC)C2CCC1=CC=CC=C21